(S)-2-(3-(2-(2-fluoro-5-((6-fluoro-4-methyl-1H-indol-5-yl)oxy)phenyl)-1H-imidazol-5-yl)-3-methyl-2,3-dihydrobenzofuran-7-yl)acetic acid FC1=C(C=C(C=C1)OC=1C(=C2C=CNC2=CC1F)C)C=1NC(=CN1)[C@]1(COC2=C1C=CC=C2CC(=O)O)C